α-ethyl-2-oxo-1-pyrrolidineacetic acid methyl ester COC(C(N1C(CCC1)=O)CC)=O